FC(C=1C=C(C=C(C1)C(F)(F)F)C1=CC=C2OC=3C=CC=4C(N(C(C5=CC=C(C3C45)C2=C1)=O)CCCBr)=O)(F)F 9-(3,5-bis(trifluoromethyl)phenyl)-2-(3-bromopropyl)-1H-xantheno[2,1,9-def]isoquinoline-1,3(2H)-dione